n-propyl (methacrylate) C(C(=C)C)(=O)OCCC